ethyl (1R,3s,5S)-3-((2S,4S)-1-(5-fluoropyrimidin-2-yl)-2-methylpiperidin-4-yl)-8-azabicyclo[3.2.1]octane-8-carboxylate FC=1C=NC(=NC1)N1[C@H](C[C@H](CC1)C1C[C@H]2CC[C@@H](C1)N2C(=O)OCC)C